((3-chloro-4-ethynylphenoxy)methyl)-5-cyclopropyl-3-(2-(trifluoromethoxy)phenyl)isoxazole ClC=1C=C(OCC=2C(=NOC2C2CC2)C2=C(C=CC=C2)OC(F)(F)F)C=CC1C#C